tert-butyl [3-({2-[(3R)-3-methylmorpholin-4-yl]-8-(1H-pyrazol-5-yl)-1,7-naphthyridin-4-yl}oxy) propyl]carbamate C[C@H]1N(CCOC1)C1=NC2=C(N=CC=C2C(=C1)OCCCNC(OC(C)(C)C)=O)C1=CC=NN1